7-Fluoro-N-(pyridin-2-ylmethyl)-1H-indole-1-carboxamide FC=1C=CC=C2C=CN(C12)C(=O)NCC1=NC=CC=C1